FC=1C=CC2=C(C(NCC3(CNCC3)O2)=O)C1 7-fluoro-3,4-dihydro-5H-spiro[benzo[f][1,4]oxazepine-2,3'-pyrrolidin]-5-one